BrC=1C(=NC=C2C=CC(=NC12)NCC(F)(F)F)OC 8-bromo-7-methoxy-N-(2,2,2-trifluoroethyl)-1,6-naphthyridin-2-amine